C=1(C(=CC=CC1)C)C.[Li] lithium o-xylene